COC=1C=C(CCN(CCCC(C(=O)OC)(C(=O)OC)C2=CC(=C(C=C2)OC)OC)C)C=CC1OC Dimethyl 2-(3-((3,4-dimethoxyphenethyl)(methyl)amino)propyl)-2-(3,4-dimethoxyphenyl)malonate